2-amino-3-bromo-5-methylpyridine-4-carboxylic acid methyl ester COC(=O)C1=C(C(=NC=C1C)N)Br